3-(triphenyl-lambda5-phosphino(phosphanylidene))piperidine-2,6-dione C1(=CC=CC=C1)P(P=C1C(NC(CC1)=O)=O)(C1=CC=CC=C1)C1=CC=CC=C1